N1=CC=C(C=C1)C1=CC(=C2N1C=CC=N2)C(=O)OCC ethyl 6-(pyridin-4-yl)pyrrOlo[1,2-a]pyrimidine-8-carboxylate